C(C1=CC=CC=C1)N1CC2=CC=NC=C2C(C1C(=O)OC(C)(C)C)=O tert-Butyl 2-benzyl-4-oxo-1,3-dihydro-2,6-naphthyridine-3-carboxylate